C(C)C1=NN=C(O1)C=1C(=NC(=NC1)NC1=CC(=C(C=C1)S(=O)(=O)C)C)N[C@H](CO)C1=CC=CC=C1 (2S)-2-[[5-(5-ethyl-1,3,4-oxadiazol-2-yl)-2-(3-methyl-4-methylsulfonyl-anilino)pyrimidin-4-yl]amino]-2-phenyl-ethanol